CN1C2=C(OC[C@@H](C1=O)NC(=O)C=1NC(=CN1)C1(CC1)C1=CC=CC=C1)C=CC=C2 (S)-N-(5-methyl-4-oxo-2,3,4,5-tetrahydrobenzo[b][1,4]oxazepin-3-yl)-5-(1-phenylcyclopropyl)-1H-imidazole-2-carboxamide